3-hydroxy-4-methoxy-4-(3-(4-methylpyridin-3-yl)-3-oxoprop-1-yn-1-yl)piperidine-1-carboxylate OC1CN(CCC1(C#CC(=O)C=1C=NC=CC1C)OC)C(=O)[O-]